NC=1C=C(C=C2C=C(N=CC12)NC(=O)[C@H]1[C@@H](C1)C#N)C=1C=NC=C(C1C)N |r| (±)-trans-N-(8-amino-6-(5-amino-4-methylpyridin-3-yl)isoquinolin-3-yl)-2-cyanocyclopropanecarboxamide